Bis(3,5-dimethylphenyl)phosphine oxide CC=1C=C(C=C(C1)C)P(C1=CC(=CC(=C1)C)C)=O